3-(Trifluoromethyl)-5-vinylaniline FC(C=1C=C(N)C=C(C1)C=C)(F)F